2,4-Dichloro-benzo[4,5]furo[3,2-d]pyrimidin ClC=1N=C(C2=C(N1)C1=C(O2)C=CC=C1)Cl